1-methoxy-4-methylbenzene COC1=CC=C(C=C1)C